zinc-aluminum sulfide [S-2].[Al+3].[Zn+2]